(4-aminophenyl)zinc 2-(5-((4-((((1-ethylpiperidin-3-yl)methoxy)carbonyl)oxy)hexadecyl)oxy)-5-oxopentyl)propane-1,3-diyldioctanoate C(C)N1CC(CCC1)COC(=O)OC(CCCOC(CCCCC(CCCCCCCCC(=O)[O-])CCCCCCCCC(=O)[O-])=O)CCCCCCCCCCCC.NC1=CC=C(C=C1)[Zn+2]